Methyl 5-(3-(N-(2-(3-chlorophenyl) acetyl) propioamido) propoxy)-4-methoxy-2-propioamidobenzoate ClC=1C=C(C=CC1)CC(=O)N(C(CC)=O)CCCOC=1C(=CC(=C(C(=O)OC)C1)NC(CC)=O)OC